N[C@]1([C@H]([C@H]([C@@H](O1)C=1NC=CN1)O)O)CO 4-amino-beta-d-ribofuranosylimidazole